C(#N)C1=C(C=C(C=C1)C1=CC=CC=C1)OC(=O)C1C(C(C1C1=CC=CC=C1)C(=O)O)C1=CC=CC=C1 3-(4-cyano-1,1'-biphenyl-3-yloxycarbonyl)-2,4-diphenylcyclobutane-1-carboxylic acid